N-[6-(difluoromethyl)-2-pyridinyl]-2-[4-(hydroxymethyl)cyclohexyl]-7-isopropoxy-imidazo[1,2-a]pyridine-6-carboxamide FC(C1=CC=CC(=N1)NC(=O)C=1C(=CC=2N(C1)C=C(N2)C2CCC(CC2)CO)OC(C)C)F